5-(3-((1-(3,6-dimethyl-4-oxo-2-(piperidin-1-yl)-4H-chromen-8-yl)ethyl)amino)pyridine-2-yl)-3-fluoro-2-(4,4,5,5-tetramethyl-1,3,2-dioxaborolan-2-yl)benzaldehyde CC1=C(OC2=C(C=C(C=C2C1=O)C)C(C)NC=1C(=NC=CC1)C=1C=C(C(=C(C=O)C1)B1OC(C(O1)(C)C)(C)C)F)N1CCCCC1